1-[(2,4-dichlorophenyl)methyl]-6-methylindazole-3-carboxylic acid ClC1=C(C=CC(=C1)Cl)CN1N=C(C2=CC=C(C=C12)C)C(=O)O